BrC=1C=CC(=NC1)C1=NC2=CC(=CC=C2C(=C1)C(=O)O)Cl 2-(5-bromopyridin-2-yl)-7-chloroquinoline-4-carboxylic acid